3-Chloro-5-fluoro-2-((pyrazolo[1,5-a]pyrimidine-3-carboxamido)methyl)benzofuran-7-carboxylic acid ClC1=C(OC2=C1C=C(C=C2C(=O)O)F)CNC(=O)C=2C=NN1C2N=CC=C1